propyl trimethyl orthocarbonate C(OCCC)(OC)(OC)OC